N'-hydroxy-4-(((2-(trimethylsilyl)ethoxy)methoxy)methyl)thiazole-2-carboximidamide ON=C(N)C=1SC=C(N1)COCOCC[Si](C)(C)C